N,N-dimethyl-2-(5-methyl-3-(7-morpholino-5-(3-(m-tolyl)-1H-pyrazol-1-yl)pyrazolo[1,5-a]pyrimidin-2-yl)-1H-pyrazol-1-yl)ethanamine CN(CCN1N=C(C=C1C)C1=NN2C(N=C(C=C2N2CCOCC2)N2N=C(C=C2)C=2C=C(C=CC2)C)=C1)C